FC=1C=C(C=CC1)N=S(=O)(C1=CC=C(C=C1)C1=NOC(=N1)C(F)(F)F)C ((3-fluorophenyl)imino)(methyl)(4-(5-(trifluoromethyl)-1,2,4-oxadiazol-3-yl)phenyl)-λ6-sulfanone